C1(CC1)CNC=1C2=C(N=C(N1)NC1=C(C=C(C=C1)S(=O)(=O)N1CCOCC1)OC)NC=C2 N4-(cyclopropylmethyl)-N2-(2-methoxy-4-(morpholinosulfonyl)phenyl)-7H-pyrrolo[2,3-d]pyrimidine-2,4-diamine